6,7-diethoxy-1-(4-methoxybenzyl)-1,2,3,4-tetrahydroisoquinoline hydrochloride Cl.C(C)OC=1C=C2CCNC(C2=CC1OCC)CC1=CC=C(C=C1)OC